(S)-(3-((3-amino-5-(5-amino-5,7-dihydro-spiro[cyclopenta[b]pyridin-6,4'-piperidin]-1'-yl)pyrazin-2-yl)thio)-2-chlorophenyl)dimethylphosphine oxide NC=1C(=NC=C(N1)N1CCC2(CC1)[C@@H](C=1C(=NC=CC1)C2)N)SC=2C(=C(C=CC2)P(C)(C)=O)Cl